C12(CC(C1)C2)NC2=NC(=NC=C2C2CC2)NC=2C(=CC(=C(C2)NC(C=C)=O)N(C)CCN(C)C)OC N-(5-((4-(bicyclo[1.1.1]pentan-1-ylamino)-5-cyclopropylpyrimidin-2-yl)amino)-2-((2-(dimethylamino)ethyl)(methyl)amino)-4-methoxyphenyl)acrylamide